C(C)(=O)OCC(=O)NC=1N=C(N2C1C(N(CC2)C(C2=CC=C(C=C2)F)=O)C)C2=NC(=NS2)C 2-((7-(4-fluorobenzoyl)-8-methyl-3-(3-methyl-1,2,4-thiadiazol-5-yl)-5,6,7,8-tetrahydroimidazo[1,5-a]pyrazin-1-yl) amino)-2-oxoethyl acetate